10-(Aminomethyl)-6-(2,6-dimethylphenyl)-12-methyl-2,2-dioxo-9-oxa-2λ6-thia-3,5,12,19-tetrazatricyclo[12.3.1.14,8]nonadeca-1(18),4(19),5,7,14,16-hexaen-13-one NCC1OC2=CC(=NC(NS(C=3C=CC=C(C(N(C1)C)=O)C3)(=O)=O)=N2)C2=C(C=CC=C2C)C